COP(OC)=O.BrC1=CC=C(OCC(O)P(OC)(OC)=O)C=C1 dimethyl (2-(4-bromophenoxy)-1-hydroxyethyl)phosphonate Dimethyl-phosphonate